N1=CC(=CC(=C1)C#N)C#N pyridine-3,5-dicarbonitrile